FC1(CC12CN(CC2)CCCCCCCSC2=C1CN(C(C1=CC=C2)=O)C2C(NC(CC2)=O)=O)F 3-(4-((7-(1,1-difluoro-5-azaspiro[2.4]heptan-5-yl)heptyl)thio)-1-oxoisoindolin-2-yl)piperidine-2,6-dione